5-chloro-7-vinyl-3,3-dimethyl-1h,2h-pyrrolo[3,2-b]pyridine ClC1=CC(=C2C(=N1)C(CN2)(C)C)C=C